2-amino-N-[2-[2-[(2-azidoacetyl)amino]ethylamino]-2-oxo-ethyl]acetamide 2,2,2-trifluoroacetic acid salt FC(C(=O)O)(F)F.NCC(=O)NCC(=O)NCCNC(CN=[N+]=[N-])=O